C(CCCC)C(C(=O)O)CCCCC Dipentylacetic acid